4-Chloro-6-((2-fluorophenyl)amino)-N-methyl-N-phenylpyridineamide ClC1=CC(=NC(=C1)NC1=C(C=CC=C1)F)C(=O)N(C1=CC=CC=C1)C